C1(CC1)C1=CC(=NN1)NC1=NC(=NC=C1)N(CCOC)CC1=C2C=NNC2=CC(=C1)F 4-N-(5-cyclopropyl-1H-pyrazol-3-yl)-2-N-[(6-fluoro-1H-indazol-4-yl)methyl]-2-N-(2-methoxyethyl)pyrimidine-2,4-diamine